tert-butyl 4-(3-{4-[4-(4,4,5,5-tetramethyl-1,3,2-dioxaborolan-2-yl)-1H-pyrazol-1-yl]piperidin-1-yl}propyl)piperazine-1-carboxylate CC1(OB(OC1(C)C)C=1C=NN(C1)C1CCN(CC1)CCCN1CCN(CC1)C(=O)OC(C)(C)C)C